5-(6-cyclopropyl-5-(piperidin-4-ylmethylamino)pyridazin-3-ylamino)pyrazine-2-carbonitrile C1(CC1)C1=C(C=C(N=N1)NC=1N=CC(=NC1)C#N)NCC1CCNCC1